FC(C(C)(C)C1=NN=C(S1)N)(F)F 5-(1,1,1-trifluoro-2-methylpropan-2-yl)-1,3,4-thiadiazol-2-amine